8-HYDROXYNAPHTHALENE-1-BORONIC ACID OC=1C=CC=C2C=CC=C(C12)B(O)O